N-(4-(4-((1R,5S)-3-oxa-8-azabicyclo[3.2.1]octan-8-yl)-7H-pyrrolo[2,3-d]pyrimidin-6-yl)phenyl)-4-(((R)-3-((E)-4-(dimethylamino)but-2-enamido)piperidin-1-yl)methyl)picolinamide [C@H]12COC[C@H](CC1)N2C=2C1=C(N=CN2)NC(=C1)C1=CC=C(C=C1)NC(C1=NC=CC(=C1)CN1C[C@@H](CCC1)NC(\C=C\CN(C)C)=O)=O